(S)-N-(3-fluoro-5-methyl-4-((3-(2-(piperidin-3-ylamino)pyrimidin-4-yl)pyridin-2-yl)oxy)phenyl)cyclopentanesulfonamide FC=1C=C(C=C(C1OC1=NC=CC=C1C1=NC(=NC=C1)N[C@@H]1CNCCC1)C)NS(=O)(=O)C1CCCC1